ClCC(=O)N1CC=2C=NC(=CC2C1)C(=O)N[C@@H]1C(NC(CC1)=O)=O (S)-2-(2-chloroacetyl)-N-(2,6-dioxopiperidin-3-yl)-2,3-dihydro-1H-pyrrolo[3,4-c]pyridine-6-carboxamide